(R)-(5-(1-(difluoromethyl)-1H-pyrazol-3-yl)-1,3,4-oxadiazol-2-yl)(4-(7-(difluoromethyl)pyrazolo[1,5-a]pyridin-2-yl)-6,7-dihydro-1H-imidazo[4,5-c]pyridin-5(4H)-yl)methanone FC(N1N=C(C=C1)C1=NN=C(O1)C(=O)N1[C@H](C2=C(CC1)NC=N2)C2=NN1C(C=CC=C1C(F)F)=C2)F